N3,N3-dimethyl-N1-cyanoguanidine CN(C(NC#N)=N)C